glutamine-d N[C@@H](CCC(N)=O)C(=O)O[2H]